COC=1C=C2C(C(=COC2=CC1)C=O)=O 6-METHOXY-4-OXO-4H-CHROMENE-3-CARBALDEHYDE